1,1,1,3,3,3-hexafluoropropan-2-yl 4-[[4-chloro-2-(8-oxa-3-azabicyclo[3.2.1]octan-3-yl)phenyl]methyl]piperazine-1-carboxylate ClC1=CC(=C(C=C1)CN1CCN(CC1)C(=O)OC(C(F)(F)F)C(F)(F)F)N1CC2CCC(C1)O2